1-(2-bromo-5-(trifluoromethyl)phenyl)cyclopropan-1-ol anti-peroxynitrite N(=O)OOC1(CC1)C1=C(C=CC(=C1)C(F)(F)F)Br